2,3-DIFLUORO-4-(HEPTYLOXY)PHENYLBORONIC ACID FC1=C(C=CC(=C1F)OCCCCCCC)B(O)O